4-(2-chlorophenoxy)-N-[3-(methyl-carbamoyl)phenyl]piperidine-1-carboxamide ClC1=C(OC2CCN(CC2)C(=O)NC2=CC(=CC=C2)C(NC)=O)C=CC=C1